2-Ethylsulfanyl-N-[(3-fluorophenyl)-methyl]-4-methyl-6-(methyl-tetrahydro-pyran-4-yl-amino)-pyridine-3-carboxylic acid amide C(C)SC1=NC(=CC(=C1C(=O)NCC1=CC(=CC=C1)F)C)N(C1CCOCC1)C